C1(CC1)N1C=C(C2=CC=CC=C12)C1=NC(=NC=C1S(=O)(=O)C)NC=1C(=CC(=C(C1)NC(C=C)=O)N1C[C@@H]2CN(C[C@@H]2C1)C)OC N-(5-((4-(1-Cyclopropyl-1H-indol-3-yl)-5-(methylsulfonyl)pyrimidin-2-yl)amino)-4-methoxy-2-((3aR,6aS)-5-methylhexahydropyrrolo[3,4-c]pyrrol-2(1H)-yl)phenyl)acrylamide